N1=CC(=CC=C1)CNC(=O)NC1=CC=C(C=C1)S(NC1=CC(=C(C(=C1)F)F)F)(=O)=O 1-(pyridin-3-ylmethyl)-3-{4-[(3,4,5-trifluorophenyl)sulfamoyl]phenyl}urea